triphenylbis(3-chlorobenzoyloxy)bismuth(V) C1(=CC=CC=C1)[Bi](OC(C1=CC(=CC=C1)Cl)=O)(OC(C1=CC(=CC=C1)Cl)=O)(C1=CC=CC=C1)C1=CC=CC=C1